C(=CC)OCCC[Si](OC)(OC)OC propenyloxypropyl-trimethoxysilane